C(C)(C)(C)OC(=O)N1C(CCCC1)C=1C=C2C(=C(NC2=CC1)Br)CCO[Si](C)(C)C(C)(C)C (2-bromo-3-(2-((tert-butyldimethylsilyl)oxy)ethyl)-1H-indol-5-yl)piperidine-1-carboxylic acid tert-butyl ester